O=C1N(C=CC=C1C(=O)N)C1=CC=CC=C1 2-oxo-1-phenyl-1,2-dihydropyridine-3-carboxamide